COC=O.C(C(=O)C([2H])([2H])[2H])([2H])([2H])[2H] acetone-d6 Methyl-formate